(S)-8-(4-(bis(4-fluorophenyl)methyl)-3-methylpiperazin-1-yl)-5-methyl-6-oxo-5,6-dihydro-1,5-naphthyridine-2-carbonitrile FC1=CC=C(C=C1)C(N1[C@H](CN(CC1)C1=CC(N(C=2C=CC(=NC12)C#N)C)=O)C)C1=CC=C(C=C1)F